FC1([C@@H](CC1)N1C=C(C(=CC1=O)NC1[C@@H]2CN(C[C@H]12)C)C(=O)N[C@H](C)C1=C(C(=CC=C1)C(F)(F)F)F)F 1-((R)-2,2-difluorocyclobutyl)-N-((R)-1-(2-fluoro-3-(trifluoromethyl)phenyl)ethyl)-4-(((1R,5S,6s)-3-methyl-3-azabicyclo[3.1.0]hexan-6-yl)amino)-6-oxo-1,6-dihydropyridine-3-carboxamide